tert-Pentan C(C)(C)CC